N[C@]1([C@@H](CC[C@H](C1)CCB(O)O)CN(C)CC1=CC(=C(C=C1)Cl)Cl)C(=O)O |r| rac-(1R,2S,5R)-1-amino-5-(2-boronoethyl)-2-(((3,4-dichlorobenzyl)(methyl)amino)methyl)cyclohexanecarboxylic acid